C1CCCC12CCCCC2 Spiro[4.5]Decane